5-chloro-2-(4,4-difluoroazepan-1-yl)-N-(4-fluoro-3-(N'-hydroxyamidino)phenyl)-6-isopropylnicotinamide ClC=1C(=NC(=C(C(=O)NC2=CC(=C(C=C2)F)C(N)=NO)C1)N1CCC(CCC1)(F)F)C(C)C